C(C1=C(C(=CC2=CC=CC=C12)O)C(=O)O)C1=C(C(=CC2=CC=CC=C12)O)C(=O)O 4,4'-methylene-bis-(2-hydroxy-3-naphthoic acid)